(1r,2r,3s,4r,5s)-1-(2-(2-amino-3-(pyridin-3-yl)quinolin-7-yl)ethyl)-4-(4-amino-7H-pyrrolo[2,3-d]pyrimidin-7-yl)bicyclo[3.1.0]hexane-2,3-diol NC1=NC2=CC(=CC=C2C=C1C=1C=NC=CC1)CC[C@@]12[C@H]([C@H]([C@@H]([C@H]2C1)N1C=CC2=C1N=CN=C2N)O)O